CC(C)S(=O)(=O)C1=C(C=CC=C1)S(=O)(=O)Cl 2-(propane-2-sulfonyl)benzene-1-sulfonyl chloride